4-((5-isopropyl-2-(6-methylpyridin-2-yl)pyrimidin-4-yl)amino)nicotinonitrile C(C)(C)C=1C(=NC(=NC1)C1=NC(=CC=C1)C)NC1=CC=NC=C1C#N